CN1N=C(N=C1)CNC1=NC=C(C2=CC=CC=C12)C(C)NC(=O)N 1-(1-(1-(((1-methyl-1H-1,2,4-triazol-3-yl)methyl)amino)isoquinolin-4-yl)ethyl)urea